C1(=CC=CC=C1)C1=CCCCC1C[Se]C1=CC=CC=C1 3-phenyl-4-((phenylseleno)methyl)cyclohex-2-ene